FC1=C(C=CC=2N=CSC21)NC2=NC=NC1=CC(=C(C(=C21)O[C@@H](C)C2COC2)F)C=2C=NN(C2)C (S)-7-fluoro-N-(6-fluoro-7-(1-methyl-1H-pyrazol-4-yl)-5-(1-(oxetan-3-yl)ethoxy)quinazolin-4-yl)benzo[d]thiazol-6-amine